OC(COC1=C2CCN(C2=CC=C1)C(CNC1=C(C=CC(=C1)C1=NC=C(C=C1)C)C)=O)(C)C 1-(4-(2-hydroxy-2-methylpropoxy)indolin-1-yl)-2-((2-methyl-5-(5-methylpyridin-2-yl)phenyl)amino)ethan-1-one